C(#N)C=1C=NC(=NC1)N1[C@H](CN(CC1)C(=O)OC1CC2(CN(C2)CC2=CC=CC=C2)C1)C 2-benzyl-2-azaspiro[3.3]heptan-6-yl (3S)-4-(5-cyanopyrimidin-2-yl)-3-methylpiperazine-1-carboxylate